5-[2-(morpholin-4-yl)-8-(1H-pyrazol-5-yl)-1,7-naphthyridin-4-yl]pyridin-2-ol N1(CCOCC1)C1=NC2=C(N=CC=C2C(=C1)C=1C=CC(=NC1)O)C1=CC=NN1